CN(C=1C=C(OCCOCC=2N=C(OC2)N(CC2=CC(=CC=C2)OC)CC2=CC(=CC=C2)OC)C=CC1)C 4-((2-(3-(dimethylamino)phenoxy)ethoxy)methyl)-N,N-bis(3-methoxybenzyl)oxazol-2-amine